BrC1=CC=C(C=C1)C12C(C3=NC=C(C=C3O1)Cl)(C(C(C2C2=CC=CC=C2)C=2OC=CN2)O)O 5a-(4-bromophenyl)-3-chloro-7-(oxazol-2-yl)-6-phenyl-5a,6,7,8-tetrahydro-8aH-cyclopenta[4,5]furo[3,2-b]pyridine-8,8a-diol